2-(1-cyclopropyl-6-fluoro-1H-indol-4-yl)-4-(4-fluoropiperidine-1-carbonyl)-6,7-bis(methoxy-d3)isoquinolin-1(2H)-one C1(CC1)N1C=CC2=C(C=C(C=C12)F)N1C(C2=CC(=C(C=C2C(=C1)C(=O)N1CCC(CC1)F)OC([2H])([2H])[2H])OC([2H])([2H])[2H])=O